Tert-butyl (3S)-3-[[4-[6-[3-(pyrrolidine-1-carbonyl)phenyl]-1H-indol-3-yl]-5-(trifluoromethyl)pyrimidin-2-yl]amino]piperidine-1-carboxylate N1(CCCC1)C(=O)C=1C=C(C=CC1)C1=CC=C2C(=CNC2=C1)C1=NC(=NC=C1C(F)(F)F)N[C@@H]1CN(CCC1)C(=O)OC(C)(C)C